NC=1C(=C(C=CC1)C1=C(C(=CC=C1)NC(=O)C=1N(C2=C(CN(CC2)C)N1)C)Cl)C N-(3'-Amino-2-chloro-2'-methyl-[1,1'-biphenyl]-3-yl)-1,5-dimethyl-4,5,6,7-tetrahydro-1H-imidazo[4,5-c]pyridine-2-carboxamide